6-acetyl-8-(bicyclo[1.1.1]pentan-1-yl)-2-((4-((2-(dimethylamino)ethyl)(methyl)amino)phenyl)amino)-5-methylpyrido[2,3-d]pyrimidin-7(8H)-one C(C)(=O)C1=C(C2=C(N=C(N=C2)NC2=CC=C(C=C2)N(C)CCN(C)C)N(C1=O)C12CC(C1)C2)C